OC(COC(=O)N1CC2(C1)CC(C2)NC2=NC=C(C(=N2)C2=CNC1=C(C=CC=C21)P(=O)(C)C)C(F)(F)F)(C)C 6-((4-(7-(Dimethylphosphoryl)-1H-indol-3-yl)-5-(trifluoromethyl)pyrimidin-2-yl)amino)-2-azaspiro[3.3]Heptane-2-carboxylic acid 2-hydroxy-2-methylpropyl ester